C(C1=CC=CC=C1)NC(=O)C=1SC(=NN1)CCCCC=1N=NC(=CC1)NC(CC1=CC=CC=C1)=O N-benzyl-5-{4-[6-(2-phenylacetamido)pyridazin-3-yl]butyl}-1,3,4-thiadiazole-2-carboxamide